CN1C(=CC=C1)CC(=O)OC methyl (1-methyl-1H-pyrrol-2-yl)acetate